ClC=1C=2N(C=CN1)N=C(C2)C 4-chloro-2-methylpyrazolo[1,5-a]pyrazine